C(C)(C)(C)OC(=O)N1C2(CC2)CC(C1)C1=CC(NC=C1)=O 6-(2-oxo-1,2-dihydropyridin-4-yl)-4-azaspiro[2.4]heptane-4-carboxylic acid tert-butyl ester